pyrimidine-5(1H)-one N1CN=CC(C1)=O